2-Methylbutan-3-yn-2-amine CC(C)(C#C)N